N[C@H](C(=O)NC=1C=CC(=C(C(=O)N[C@H](C)C2=CC=CC3=CC=CC=C23)C1)COCC)CN 5-((S)-2,3-diaminopropanamido)-2-(ethoxymethyl)-N-((R)-1-(naphthalen-1-yl)ethyl)benzamide